OCC(CC)C1=C(C(N(N=C1C1=CC=C(C=C1)C)C=1C=NN(C1)C)=O)C(=O)N (1-hydroxybut-2-yl)-6-(4-methylphenyl)-2-(1-methyl-1H-pyrazol-4-yl)-3-oxo-2,3-dihydropyridazine-4-carboxamide